BrCC1=CC=C2C=C(C(NC2=C1)=O)CC 7-(bromomethyl)-3-ethylquinolin-2(1H)-one